NCC(CN1N=CN(C1=O)CCC=1SC(=CC1)C=1C=NC(=CC1)C(F)(F)F)=C(F)F 2-[2-(aminomethyl)-3,3-difluoro-allyl]-4-[2-[5-[6-(trifluoromethyl)-3-pyridyl]-2-thienyl]ethyl]-1,2,4-triazol-3-one